4-(prop-2-en-1-yloxy)toluene C(C=C)OC1=CC=C(C)C=C1